C[Zr](C1C=CC=C1)C dimethyl-(cyclopentadienyl)zirconium